FC1=CC=C(C=C1)NC(N([C@H](C)C1=CN(C(C2=CC=CC=C12)=O)CC(F)(F)F)CC(C)C)=O |r| Racemic-3-(4-fluorophenyl)-1-isobutyl-1-(1-(1-oxo-2-(2,2,2-trifluoroethyl)-1,2-dihydroisoquinolin-4-yl)ethyl)urea